N-(2-hydroxypropyl)-N,N',N'',N''-tetramethyldiethylenetriamine OC(CN(CCN(CCN(C)C)C)C)C